2-[[4-[6-[(4-Cyano-2-fluoro-phenyl)methoxy]-2-pyridyl]-3-methyl-phenyl]methyl]-3-[[(2S)-oxetan-2-yl]methyl]benzimidazole-5-carboxylic acid C(#N)C1=CC(=C(C=C1)COC1=CC=CC(=N1)C1=C(C=C(C=C1)CC=1N(C2=C(N1)C=CC(=C2)C(=O)O)C[C@H]2OCC2)C)F